CC1(COC1)NC(O)=O.C(C)(C)(C)C=1SC(=CN1)C(=O)NCC1=C(C=C(C=C1)C1=CN=NC(=C1)O)C (tert-butyl)-N-(4-(6-hydroxypyridazin-4-yl)-2-methylbenzyl)thiazole-5-carboxamide 3-Methyl-Oxetan-3-Yl-Carbamate